ClC1=NC=CC(=N1)C1=C(N2C(=NC=CC2=O)S1)C1=C(C=CC=C1)OC 2-(2-Chloro-pyrimidin-4-yl)-3-(2-methoxy-phenyl)-thiazolo[3,2-a]pyrimidin-5-one